2-(1-(3-bromo-5-methoxyphenyl)-1H-pyrazol-4-yl)propanoic acid BrC=1C=C(C=C(C1)OC)N1N=CC(=C1)C(C(=O)O)C